(1S,3S,4S)-N-((S)-1-cyano-2-((R)-2-oxopiperidin-3-yl)ethyl)-2-((S)-3-cyclopropyl-2-((5-methylpyridin-3-yl)amino)propanoyl)-5,5-difluoro-2-azabicyclo[2.2.2]octane-3-carboxamide C(#N)[C@H](C[C@@H]1C(NCCC1)=O)NC(=O)[C@H]1N([C@@H]2CC([C@H]1CC2)(F)F)C([C@H](CC2CC2)NC=2C=NC=C(C2)C)=O